FC(C(=O)O)(F)F.NC/C(/COC1=CC=C2CCNC(C2=C1)=O)=C\F (E)-7-((2-aminomethyl-3-fluoroallyl)oxy)-3,4-dihydroisoquinolin-1(2H)-one trifluoroacetate